2,6-Difluoro-3-(6-fluoro-3-methyl-5-(7-oxa-4-azaspiro[2.5]octan-4-yl)-1H-pyrazolo[4,3-b]pyridin-1-yl)-5-(trifluoromethyl)phenol FC1=C(C(=C(C=C1N1N=C(C2=NC(=C(C=C21)F)N2C1(CC1)COCC2)C)C(F)(F)F)F)O